C1(CC1)COC1=CC=C(C=C1)C(C)O 1-[4-(cyclopropylmethoxy)phenyl]ethanol